C1CCC2=C(C=3CCCC3C=C12)NC(=O)N=S(=O)(N)C1=CC=C(C=C1)CN(C)CCOC N'-(1,2,3,5,6,7-hexahydro-s-indacen-4-ylcarbamoyl)-4-(((2-methoxyethyl)(methyl)amino)methyl)benzenesulfonimidamide